C(C(C)C)(=O)NC=1NC(C=2NC=NC2N1)=O N-isobutyryl-guanine